5-[1-fluoro-3-hydroxy-7-(3-hydroxy-3-methylbutoxy)-5,6,7,8-tetrahydronaphthalen-2-yl]-1λ6,2,5-thiadiazolidine-1,1,3-trione FC1=C(C(=CC=2CCC(CC12)OCCC(C)(C)O)O)N1CC(NS1(=O)=O)=O